NC1=NC=CC=C1C1=NC=2C(=NC(=CC2)C=2C=C(C=CC2)NC(C)=O)N1C1=CC=C(C=C1)CO[Si](C)(C)C(C)(C)C N-(3-(2-(2-aminopyridin-3-yl)-3-(4-(((tert-butyldimethylsilyl)oxy)methyl)phenyl)-3H-imidazo[4,5-b]pyridin-5-yl)phenyl)acetamide